C(CCCCCCCCCCCCCCC)C(=O)CCCCCCCCCCCC Lauryl palmityl ketone